C(C)(C)(C)C1=CCCNC1 5-(tert-butyl)-1,2,3,6-tetrahydropyridine